bis(butoxy)zirconium C(CCC)O[Zr]OCCCC